oxygen cobalt-nickel [Ni].[Co].[O]